iridium(III) bromide [Ir](Br)(Br)Br